C(=O)(O)[C@H](CCC(=O)O)NC(=O)N[C@@H](CSC)C(=O)O N-[N-[(S)-1,3-dicarboxypropyl]carbamoyl]-S-methyl-L-cysteine